1-{[3-(difluoromethyl)oxetan-3-yl]methyl}-3-(3,5-difluoro-4-{[3-(trifluoromethyl)-1-{[2-(trimethylsilyl)ethoxy]methyl}-1H-pyrrolo[2,3-b]pyridin-4-yl]oxy}phenyl)urea FC(C1(COC1)CNC(=O)NC1=CC(=C(C(=C1)F)OC1=C2C(=NC=C1)N(C=C2C(F)(F)F)COCC[Si](C)(C)C)F)F